(S)-N-(4-(3-Bromophenyl)thiazol-2-yl)-1-(1-(methylsulfonyl)-1H-indole-3-carbonyl)azetidine-2-carboxamide BrC=1C=C(C=CC1)C=1N=C(SC1)NC(=O)[C@H]1N(CC1)C(=O)C1=CN(C2=CC=CC=C12)S(=O)(=O)C